C(C1=CC=CC=C1)[C@H]1N(C(OC1)=O)C([C@@H](CCCCC)C)=O (R)-4-benzyl-3-((R)-2-methylheptanoyl)-2-oxazolidinone